CC=1N=CN(C1C=1C=C(C=2C=NN(C2C1)C1OCCCC1)N)COCC[Si](C)(C)C 6-(4-methyl-1-((2-(trimethylsilyl)ethoxy)methyl)-1H-imidazol-5-yl)-1-(tetrahydro-2H-pyran-2-yl)-1H-indazol-4-amine